1-Octylnonyl 8-[(2-hydroxyethyl)[6-oxo-6-(undecyloxy)hexyl]amino]-octanoate OCCN(CCCCCCCC(=O)OC(CCCCCCCC)CCCCCCCC)CCCCCC(OCCCCCCCCCCC)=O